C1CCC=2N1C1=CC=CC=C1C(N2)=O 2,3-dihydropyrrolo[1,2-a]quinazolin-5(1H)-one